[(2R,3S)-2-[(1R)-1-[3,5-Bis(trifluoromethyl)phenyl]ethoxyl]-3-(4-fluorophenyl)-4-morpholinyl]methyl-N,N-dimethyl-1H-1,2,3-triazole-4-methanamine hydrochloride Cl.FC(C=1C=C(C=C(C1)C(F)(F)F)[C@H](O[C@@H]1[C@@H](N(CCO1)CN1N=NC(=C1)CN(C)C)C1=CC=C(C=C1)F)C)(F)F